p-toluenesulfonyl-methyl isocyanate CC1=CC=C(C=C1)S(=O)(=O)CN=C=O